COC1=C(C=O)C(=CC(=C1)C=1C2=C(C(N(C1)C)=O)N(N=C2)CC2=CC=C(C=C2)OC)OC 2,6-dimethoxy-4-[1-[(4-methoxyphenyl)methyl]-6-methyl-7-oxo-pyrazolo[3,4-c]pyridin-4-yl]benzaldehyde